C(CCC)SC1=CC=C[C@H](O1)C (2R,6R)-6-(butylthio)-2-methyl-2H-pyran